[N+](=O)([O-])C=1C=C(C=CC1)[C@@H]1[C@@H](CC1)C(=O)O cis-2-(3-nitrophenyl)cyclobutane-1-carboxylic acid